4,6-dimethyloctadecyl-magnesium bromide CC(CCC[Mg]Br)CC(CCCCCCCCCCCC)C